BrC=1C2=C(C=NC1C(CC1=CC(=CC(=C1)F)F)N)N=CN2 1-(7-bromo-1H-imidazo[4,5-c]pyridin-6-yl)-2-(3,5-difluorophenyl)ethanamine